Cl.COC=1C=C(C=CC1OC)C1=CC=2N(C(=N1)NC1=C(C(=O)N)C=CC=N1)C=CN2 2-(7-(3,4-dimethoxyphenyl)-imidazo[1,2-c]pyrimidin-5-ylamino)-nicotinamide hydrochloride